C1(=CC=C(C=C1)N(C=1C=CC=C2C1OC1=C2C=2C=CC=CC2C=C1)C1=CC=CC=2C(C3=CC=CC=C3C12)(C)C)C1=CC=CC=C1 N-(1,1'-biphenyl-4-yl)-N-(9,9-dimethyl-9H-fluoren-4-yl)benzo[b]naphtho[1,2-d]furan-8-amine